C(C)(C)S(=O)(=O)NC1CCC2(CN(C2)C[C@@H]2CNCC2)CC1 (S)-3-((7-(isopropylsulfonamido)-2-azaspiro[3.5]nonan-2-yl)methyl)pyrrolidine